NC1=C(C(=C(C=C1F)C1=CC2=C(N=C(N=C2)N[C@@H]2CN(C[C@H](C2)F)C(=O)OC(C)(C)C)N(C1=O)C(C)C)F)F tert-butyl (3S,5S)-3-((6-(4-amino-2,3,5-trifluoro-phenyl)-8-isopropyl-7-oxo-pyrido[2,3-d]pyrimidin-2-yl)amino)-5-fluoro-piperidine-1-carboxylate